C(C=C)(=O)NC1=CC=C(C=C1)CCC(=O)NC=1C=C(C=CC1)NCC#CC1=CC2=C(N=C(S2)NC(OC(C)(C)C)=O)C(=C1)O[Si](C1=CC=CC=C1)(C1=CC=CC=C1)C(C)(C)C tert-butyl (6-(3-((3-(3-(4-acrylamidophenyl)propanamido)phenyl)amino)prop-1-yn-1-yl)-4-((tert-butyldiphenylsilyl)oxy)benzo[d]thiazol-2-yl)carbamate